(E)-N-(2-(3-(tert-Butyl)-4-hydroxybenzoyl)isoindolin-4-yl)-4-(dimethylamino)-N-methylbut-2-enamide C(C)(C)(C)C=1C=C(C(=O)N2CC3=CC=CC(=C3C2)N(C(\C=C\CN(C)C)=O)C)C=CC1O